3-(3-Methyl-4-((4-(methylamino)piperidin-1-yl)methyl)-1H-indazol-1-yl)piperidine-2,6-dione CC1=NN(C2=CC=CC(=C12)CN1CCC(CC1)NC)C1C(NC(CC1)=O)=O